ClC=1C=C(C=CC1C(=O)OC)CCC(=O)O 3-(3-chloro-4-(methoxycarbonyl)phenyl)propanoic acid